[1,3-Bis(2,6-diisopropylphenyl)imidazol-2-yliden][1,3-divinyl-1,1,3,3-tetramethyldisiloxan] C(C)(C)C1=C(C(=CC=C1)C(C)C)N1C(N(C=C1)C1=C(C=CC=C1C(C)C)C(C)C)=C[Si](O[Si](C)(C)C=C)(C)C=C